3,6-dihydro-4-(4-methyl-3-pentenyl)-1,2-dithiine CC(=CCCC=1CSSCC1)C